2-(4-aminopiperidin-1-yl)-N-(2-(dimethylamino)benzyl)-9-isopropyl-9H-purin-6-amine NC1CCN(CC1)C1=NC(=C2N=CN(C2=N1)C(C)C)NCC1=C(C=CC=C1)N(C)C